ClCC1=CC=C(C=O)C=C1 4-(chloromethyl)benzaldehyde